N[C@@H]1CN(C[C@H]1OC)C=1C=C2CN3[C@@H](C2=CC1)CN(C[C@H]3C)C3=C1C=CC=NC1=C(C=C3)C#N 5-[(4R,10bS)-8-[(3R,4R)-3-amino-4-methoxy-pyrrolidin-1-yl]-4-methyl-3,4,6,10b-tetrahydro-1H-pyrazino[2,1-a]isoindol-2-yl]quinoline-8-carbonitrile